4-(((R)-1-(3-(1,1-difluoro-2-hydroxy-2-methylpropyl)-2-fluorophenyl)ethyl)amino)-8-(methoxymethyl)-2,6,8-trimethyl-6,8-dihydro-7H-pyrrolo[2,3-g]quinazolin-7-one FC(C(C)(C)O)(F)C=1C(=C(C=CC1)[C@@H](C)NC1=NC(=NC2=CC3=C(C=C12)N(C(C3(C)COC)=O)C)C)F